tert-butyl (4R,3S)-3-fluoro-4-hydroxypiperidine-1-carboxylate F[C@H]1CN(CC[C@H]1O)C(=O)OC(C)(C)C